tert-butyl 4-((6-(5-cyanopyrazin-2-ylamino)-3-(1-methyl-1H-pyrazol-3-yl)pyridazin-4-ylamino)methyl)piperidine-1-carboxylate C(#N)C=1N=CC(=NC1)NC1=CC(=C(N=N1)C1=NN(C=C1)C)NCC1CCN(CC1)C(=O)OC(C)(C)C